C(C)OC1=CSC(=C1)C1=NC=NC(=C1)NCCC1=CC2=C(C=CC=C2C=C1)F 3-Ethoxy-5-{6-[2-(8-fluoro-naphthalen-2-yl)-ethylamino]-pyrimidin-4-yl}-thiophene